1-(1H-pyrazol-5-yl)methylamine N1N=CC=C1CN